(2S,6R)-4-(2-amino-4-bromo-5-fluorophenyl)-2,6-dimethylpiperazine-1-carboxylic acid tert-butyl ester C(C)(C)(C)OC(=O)N1[C@H](CN(C[C@H]1C)C1=C(C=C(C(=C1)F)Br)N)C